[N+](#[C-])C1(C)CC(=CC(=C1)[N+]#[C-])[N+]#[C-] 1,3,5-triisocyanotoluene